COC1=C(C=C(C=N1)C1=CC=C2C(=NNC2=C1)C(=O)NC)C(NC(C)C1=CC(=CC=C1)OC(F)(F)F)=O 6-[6-methoxy-5-({1-[3-(tri-fluoromethoxy)phenyl]ethyl}-carbamoyl)pyridin-3-yl]-N-methyl-1H-indazole-3-carboxamide